C1(CC1)C=1C=CC(=NC1)OC1=C(C=C(C=C1)NC(=O)NC(=O)C1CCC(CC1)OC)C N-((4-((5-cyclopropylpyridin-2-yl)oxy)-3-methylphenyl)carbamoyl)-4-methoxycyclohexane-1-carboxamide